[5-(4-fluorophenyl)-7-(4-pyridyl)-6-tetrahydropyran-4-yl-pyrrolo[2,3-f]indazol-1-yl]-2,2-dimethyl-propan-1-one FC1=CC=C(C=C1)N1C(=C(C2=C1C=C1C=NN(C1=C2)C(C(C)(C)C)=O)C2=CC=NC=C2)C2CCOCC2